COC=1C=C(\C=C/2\C(C=C=C2)=O)C=CC1 (E)-(3-((E)-3-methoxybenzylidene)-2-oxocyclopentadiene)